(1R,3S,5R)-2-(2-(4-amino-8-methyl-6-(2-methylpyrimidin-5-yl)-9H-pyrimido[4,5-b]indol-9-yl)acetyl)-N-(6-bromopyridin-2-yl)-5-methyl-2-azabicyclo[3.1.0]hexane-3-carboxamide NC1=NC=NC=2N(C3=C(C=C(C=C3C21)C=2C=NC(=NC2)C)C)CC(=O)N2[C@@H]1C[C@@]1(C[C@H]2C(=O)NC2=NC(=CC=C2)Br)C